(5-isopropyl-1H-pyrazol-3-yl)[(1R,5S,6r)-6-(1H-tetrazol-5-yl)-3-azabicyclo[3.1.0]hex-3-yl]methanone C(C)(C)C1=CC(=NN1)C(=O)N1C[C@H]2C([C@H]2C1)C1=NN=NN1